2-methyldodecyl methacrylate C(C(=C)C)(=O)OCC(CCCCCCCCCC)C